1,3-bis(2-fluorophenyl)guanidine FC1=C(C=CC=C1)NC(=N)NC1=C(C=CC=C1)F